C(C)(=O)N1CC(CC1)N1N=CC(=C1C(=O)NC1=NC=C(C=C1C)C#CC1=CC=CC=C1)Cl 1-(1-acetylpyrrolidin-3-yl)-4-chloro-N-(3-methyl-5-(phenylethynyl)pyridin-2-yl)-1H-pyrazole-5-carboxamide